9,9-di-n-hexylfluorene C(CCCCC)C1(C2=CC=CC=C2C=2C=CC=CC12)CCCCCC